tri(t-butoxy)silanol C(C)(C)(C)O[Si](O)(OC(C)(C)C)OC(C)(C)C